ethyl 2-(3,4-dichlorophenyl)-1-ethyl-6-[[3-[(E)-methoxyiminomethyl]pyrazol-1-yl]methyl]-4-oxo-pyridine-3-carboxylate ClC=1C=C(C=CC1Cl)C=1N(C(=CC(C1C(=O)OCC)=O)CN1N=C(C=C1)/C=N/OC)CC